1-(4-(3-hydroxyoxetan-3-yl)indolin-1-yl)-2-((2-methyl-5-(3-methyl-1,2,4-thiadiazol-5-yl)phenyl)amino)ethan-1-one OC1(COC1)C1=C2CCN(C2=CC=C1)C(CNC1=C(C=CC(=C1)C1=NC(=NS1)C)C)=O